N-[(4-Hydroxy-tetrahydro-pyran-4-ylmethyl)]-4-(4-chlorobenzyl)-pyrrolo[1,2-b]pyridazin-2-carboxamid OC1(CCOCC1)CNC(=O)C=1C=C(C=2N(N1)C=CC2)CC2=CC=C(C=C2)Cl